P(OCC1OC1)(OCC1=CC=CC=C1)(OCC1=CC=CC=C1)=O phosphoric acid, oxiranylmethyl bis(phenylmethyl) ester